N-(4-chloro-2-methylphenyl)5-(o-tolyl)-1H-pyrazol-3-amine ClC1=CC(=C(C=C1)NC1=NNC(=C1)C1=C(C=CC=C1)C)C